FC(C1=CC=C(C=C1)N1N=CC2=CC(=CC=C12)S(=O)(=O)Cl)(F)F 1-(4-(trifluoromethyl)phenyl)-1H-indazole-5-sulfonyl chloride